(R)-2-(3-((5-(2-Hydroxy-4-(trifluoromethyl)phenyl)pyrido[2,3-d]pyridazin-8-yl)amino)piperidine-1-yl)acetic acid OC1=C(C=CC(=C1)C(F)(F)F)C1=C2C(=C(N=N1)N[C@H]1CN(CCC1)CC(=O)O)N=CC=C2